C(C)(C)(C)C1=NC2=NC(=CC=C2CC1)CCCCC(=O)NC[C@@H](C(=O)OC(C)(C)C)N (S)-tert-butyl-7-(5-((2-amino-3-(tert-butoxy)-3-oxopropyl)amino)-5-oxopentyl)-3,4-dihydro-1,8-naphthyridin